BrC=1C(=CC(N(C1)C)=O)Cl 5-Bromo-4-chloro-1-methylpyridin-2(1H)-one